CP(=O)(C)C=1C(=CC=C2C(=CNC12)C1=NC(=NC=C1C(F)(F)F)NC1CCN(CC1)C(C)C)C#N 7-(dimethylphosphoryl)-3-(2-((1-isopropylpiperidin-4-yl)amino)-5-(trifluoromethyl)pyrimidin-4-yl)-1H-indole-6-carbonitrile